5-[2-(1-hydroxy-1-methyl-ethyl)thiazol-4-yl]-1H-pyrrolo[2,3-b]pyridine OC(C)(C)C=1SC=C(N1)C=1C=C2C(=NC1)NC=C2